ClC1=C(C=C(C(C)=C1)N=C=O)N=C=O 5-chloro-2,4-tolylene diisocyanate